ClC1=C2C(=NC=C1)N(C(=C2)CCCNC(OC(C)(C)C)=O)S(=O)(=O)C2=CC=CC=C2 tert-butyl (3-(4-chloro-1-(phenylsulfonyl)-1H-pyrrolo[2,3-b]pyridin-2-yl)propyl)carbamate